FC1CCC12NCCC2 fluoro-5-azaspiro[3.4]octane